C(C)(C)(C)NC(C=C)=O.[Li] lithium N-tert-butylacrylamide